NC=1C=C(C=C(C1)OC)C(C)=NOC(C(=O)OC(C)(C)C)(C)C tert-butyl 2-(((1-(3-amino-5-methoxyphenyl) ethylidene) amino) oxy)-2-methylpropanoate